OC=1C=C(C=2N(C1)N=CC2C#N)C=2C=NC(=CC2)N2CC1N(C(C2)C1)CC=1C=NC(=CC1)SC 6-hydroxy-4-(6-(6-((6-(methylthio)pyridin-3-yl)methyl)-3,6-diazabicyclo[3.1.1]heptan-3-yl)pyridin-3-yl)pyrazolo[1,5-a]pyridine-3-carbonitrile